OC1(CC2(C1)C[C@H](N(CC2)CC2=C1C=CNC1=C(C=C2OC)C)C2=CC=C(C(=O)O)C=C2)C 4-((2R,4s,6S)-2-hydroxy-7-((5-methoxy-7-methyl-1H-indol-4-yl)methyl)-2-methyl-7-azaspiro[3.5]nonan-6-yl)benzoic acid